2-chloro-4-((S)-2-(dimethylamino)-3-((S)-3-phenylbutanamido)propyl)phenyl acetate C(C)(=O)OC1=C(C=C(C=C1)C[C@@H](CNC(C[C@H](C)C1=CC=CC=C1)=O)N(C)C)Cl